NCC1=C(C=NC(=C1O)C)COC1=C(OP(=O)=N[C@H](C(=O)OC2=CC=C(C=C2)C)C)C=CC=C1 (2S)-p-Tolyl 2-(((4-(aminomethyl)-5-hydroxy-6-methylpyridin-3-yl)methoxy)(phenoxy)phosphorylamino)propanoate